((2S,5R)-5-(5-fluoro-2,4-dioxo-3,4-dihydropyrimidin-1(2H)-yl)-2-methyl-2,5-dihydrofuran-2-yl)methyl 2-acetoxy-2-methylpropanoate C(C)(=O)OC(C(=O)OC[C@]1(O[C@H](C=C1)N1C(NC(C(=C1)F)=O)=O)C)(C)C